N1=NN(C2=NC=CC=C21)C2=NC=C(C(=O)N([C@H]1CNCCC1)C1=NC=CC3=CC=CC(=C13)C)C=C2 (R)-6-(3H-[1,2,3]triazolo[4,5-b]pyridin-3-yl)-N-(8-methylisoquinolin-1-yl)-N-(piperidin-3-yl)nicotinamide